C(=O)(OC(C)(C)C)N1C[C@H](CC1)CC(=O)O (R)-N-Boc-3-tetrahydropyrrolacetic acid